(1S,2r)-2-((S)-5-bromo-1-((1-oxoisoindolin-2-yl)methyl)-8-(pyridazin-3-ylmethoxy)-1,2,3,4-tetrahydroisoquinoline-2-carbonyl)cyclohexane-1-carboxylic acid BrC1=C2CCN([C@@H](C2=C(C=C1)OCC=1N=NC=CC1)CN1C(C2=CC=CC=C2C1)=O)C(=O)[C@H]1[C@H](CCCC1)C(=O)O